C[Si]([SiH3])(O)C1=CC=CC=C1 methyl-phenyl-disilanol